2,3-diphenyl-4-(10-phenylanthracen-9-yl)-1-benzofuran C1(=CC=CC=C1)C=1OC2=C(C1C1=CC=CC=C1)C(=CC=C2)C=2C1=CC=CC=C1C(=C1C=CC=CC21)C2=CC=CC=C2